[Y].[Ni].[Ag] silver-nickel-yttrium